C(#C)C=1C2=C(N=C(N1)N)SC=C2 4-ethynyl-thieno[2,3-d]pyrimidin-2-amine